tert-butyl (2-((3-bromo-5-((2,3-dichloropyridin-4-yl)thio)-6-methylpyrazin-2-yl)amino)ethyl)carbamate BrC=1C(=NC(=C(N1)SC1=C(C(=NC=C1)Cl)Cl)C)NCCNC(OC(C)(C)C)=O